1-(2-fluoropyridin-4-yl)-3-(trifluoromethyl)-1,4,5,6-tetrahydrospiro[indazole-7,2'-[1,3]dioxolane] FC1=NC=CC(=C1)N1N=C(C=2CCCC3(OCCO3)C12)C(F)(F)F